CN(C(C=C)=O)CC(C)O N-methyl-N-(2-hydroxypropyl)acrylamide